CN1CCC(CC1)NC(=O)C=1C=C2C(=NC1)NC=C2C=2C=C1C=NC=NC1=CC2 N-(1-Methylpiperidin-4-yl)-3-(quinazolin-6-yl)-1H-pyrrolo[2,3-b]pyridine-5-carboxamide